FC(C1=NN=C(O1)C=1C=CC(=NC1)CN1C(N(C2=C1C=CC=C2)C2CCN(CC2)C)=O)F 1-((5-(5-(difluoromethyl)-1,3,4-oxadiazole-2-yl)pyridine-2-yl)methyl)-3-(1-methylpiperidine-4-yl)-1,3-dihydro-2H-benzo[d]imidazole-2-one